N1C=[NH+]C=C1.C(CCC)[Sn+](CCCC)CCCC tributyltin imidazolium salt